NC(CO)CC1=C(C=C(C(=C1)OC)CCCCC)OC 2-amino-3-(2,5-dimethoxy-4-pentylphenyl)propan-1-ol